2-[2-(imidazo[1,2-a]pyridin-2-ylmethyl-carbamoyl)indan-2-yl]acetic acid N=1C(=CN2C1C=CC=C2)CNC(=O)C2(CC1=CC=CC=C1C2)CC(=O)O